ClC1=NC(=C2N(C(N(C2=N1)C1CCN(CC1)C(=O)OC(C)(C)C)=O)C=1C=CC(=NC1)C(=O)OC)C Methyl 5-[2-chloro-6-methyl-9-(1-{[(2-methyl-2-propanyl)oxy]carbonyl}-4-piperidinyl)-8-oxo-8,9-dihydro-7H-Purin-7-yl]-2-pyridinecarboxylate